N-(2-ethoxy-6-methyl-5,6,7,8-tetrahydro-1,6-naphthyridin-3-yl)-8-(1,3,5-trimethyl-1H-pyrazol-4-yl)quinazolin-2-amine C(C)OC1=NC=2CCN(CC2C=C1NC1=NC2=C(C=CC=C2C=N1)C=1C(=NN(C1C)C)C)C